6,7-dimethoxy-2-methyl-N-[1-(4-methyl-5-{2-[(methylamino)methyl]-phenyl}thiophen-2-yl)ethyl]quinazolin-4-amine COC=1C=C2C(=NC(=NC2=CC1OC)C)NC(C)C=1SC(=C(C1)C)C1=C(C=CC=C1)CNC